3-(aminomethyl)pyridin-2(1H)-one hydrochloride Cl.NCC=1C(NC=CC1)=O